tert-butyl (1S,4S)-5-[4-[3-chloro-4-(cyclopropylmethoxy)-2-fluoro-anilino] pyrido[3,2-d]pyrimidin-6-yl]-2,5-diazabicyclo[2.2.1]heptane-2-carboxylate ClC=1C(=C(NC=2C3=C(N=CN2)C=CC(=N3)N3[C@@H]2CN([C@H](C3)C2)C(=O)OC(C)(C)C)C=CC1OCC1CC1)F